[O-2].[Zn+2].[In+3].[Ag+].[O-2].[O-2] silver-indium zinc oxide